diisobutyl (1-n-butylbenzylidene)malonate C(CCC)C1(C=C(C(=O)OCC(C)C)C(=O)OCC(C)C)CC=CC=C1